CN(C1=NN(C=C1)C)C 3-dimethylamino-1-methylpyrazol